3-nitro-5a,6,7,8,9,9a-hexahydrobenzo[5,6][1,4]dioxino[2,3-b]pyridine [N+](=O)([O-])C=1C=C2C(=NC1)OC1C(O2)CCCC1